benzoic acid-3-hydroxyphenyl ester OC=1C=C(C=CC1)OC(C1=CC=CC=C1)=O